(+-)-camphorsulfonic acid C12(C(=O)CC(CC1)C2(C)C)CS(=O)(=O)O